(2S)-2-((S)-2-(((benzyloxy)carbonyl)amino)-4-methylpentanoylamino)-1-hydroxy-3-(2-oxopyrrolidin-3-yl)propane-1-sulfonic acid sodium salt [Na+].C(C1=CC=CC=C1)OC(=O)N[C@H](C(=O)N[C@H](C(S(=O)(=O)[O-])O)CC1C(NCC1)=O)CC(C)C